chloro-2-(1-methyl-1H-pyrazol-4-yl)pyridin ClC=1C(=NC=CC1)C=1C=NN(C1)C